Cl.[N+](=O)([O-])C1=CC(=CC2=C1N[C@H](CO2)C2CCOCC2)S(=O)(=O)NC(C2=CC=CC=C2)=O N-[(3s)-5-nitro-3-(oxan-4-yl)-3,4-dihydro-2H-1,4-benzoxazin-7-ylsulfonyl]benzamide hydrochloride